[8-{4-(trifluoromethyl)phenoxy}quinolin-4-yl]methylamine FC(C1=CC=C(OC=2C=CC=C3C(=CC=NC23)CN)C=C1)(F)F